O=C1NC(CCC1N1C(C2=CC=CC(=C2C1)NC(=O)CCOCCC(=O)OC(C)(C)C)=O)=O tert-butyl 3-(2-{[2-(2,6-dioxopiperidin-3-yl)-1-oxo-3H-isoindol-4-yl]carbamoyl}ethoxy)propanoate